3,3-difluoro-1,1,1,3-tetrachloroacetone FC(C(C(Cl)(Cl)Cl)=O)(Cl)F